C(C)(C)OC=1C=C(C#N)C=CC1NC=1C2=C(N=CN1)C=CC(=N2)N2CCNCC2 3-isopropoxy-4-((6-(piperazin-1-yl)pyrido[3,2-d]pyrimidin-4-yl)amino)benzonitrile